ClC1=NC(=C2N=CN(C2=N1)C(C)C)Cl 2,6-dichloro-9-isopropylpurine